CC1=C(C(=C(C(=O)O)C=C1)C)N1CC(C1)OC1=CC=C(C=C1)NC(CC=1C=NC=CC1)=O methyl-2-methyl-3-(3-(4-(2-(pyridin-3-yl)acetamido)phenoxy)azetidin-1-yl)benzoic acid